1-((S)-2-((tert-butoxycarbonyl)amino)-3-(3-(3-(3-hydroxy-2,2-dimethylpropyl)-2-iodo-1H-indol-5-yl)phenyl)propanoyl)hexahydropyridazine-3-carboxylic acid C(C)(C)(C)OC(=O)N[C@H](C(=O)N1NC(CCC1)C(=O)O)CC1=CC(=CC=C1)C=1C=C2C(=C(NC2=CC1)I)CC(CO)(C)C